FC1=CC=CC2=C(C3=CC=CC=C3C(=C12)OC(=O)CCCCC)OC(=O)CCCCC 1-fluoro-9,10-bis(n-pentylcarbonyloxy)anthracene